4,5-bis-(di-cyclohexyl-phosphinomethyl)acridine C1(CCCCC1)C(C1=CC=CC2=CC3=CC=CC(=C3N=C12)C(P)(C1CCCCC1)C1CCCCC1)(P)C1CCCCC1